C(C)OC(=O)C1=C(N=C(S1)NC(=S)NC(C=CC1=CC(=C(C=C1)O)OC)=O)C N-[5-ethoxycarbonyl-4-methylthiazol-2-yl]-N'-[(4-hydroxy-3-methoxyphenyl)acryloyl]thiourea